C(CCCCCCCCCCCCCCCCCC)C1=CC=CC=C1 nonadecyl-benzene